2-Ethyl 4-[(1S)-2-[tert-butyl(dimethyl)silyl]oxy-1-[[(S)-tert-butylsulfinyl]amino]ethyl]-3-methyl-benzoate [Si](C)(C)(C(C)(C)C)OC[C@@H](N[S@@](=O)C(C)(C)C)C1=C(C=C(C(=O)OCC)C=C1)C